4-(pent-3-yl)oxazolidine CCC(CC)C1NCOC1